4-(1-((5-(5-(difluoromethyl)-1,3,4-oxadiazol-2-yl)pyridin-2-yl)methyl)-1H-1,2,3-triazol-4-yl)-4-fluoropiperidine-1-carboxylic acid tert-butyl ester C(C)(C)(C)OC(=O)N1CCC(CC1)(F)C=1N=NN(C1)CC1=NC=C(C=C1)C=1OC(=NN1)C(F)F